ClC1=CC=CC(=N1)C1(CCN(CC1)C(=O)OC(C)(C)C)O tert-butyl 4-(6-chloropyridin-2-yl)-4-hydroxypiperidine-1-carboxylate